C(C1=CC=CC=C1)NC(C1=CC=C(C=C1)\C=C/1\C(NC(S1)=O)=O)=O (Z)-N-benzyl-4-((2,4-dioxothiazolidine-5-ylidene)methyl)benzamide